(3S,3aS,6aR)-2-[(2S)-2-amino-3,3-dimethyl-butanoyl]-3,3a,4,5,6,6a-hexahydro-1H-cyclopenta[c]pyrrole-3-carboxylic acid N[C@H](C(=O)N1C[C@H]2[C@@H]([C@H]1C(=O)O)CCC2)C(C)(C)C